OC1(CCOCC1)C=1C=CC(=NC1)NC=1C2=C(C(=NC1)C1=C3C(=NC=C1)N(C=C3)C)CNC2=O 7-((5-(4-hydroxytetra-hydro-2H-pyran-4-yl)pyridin-2-yl)amino)-4-(1-methyl-1H-pyrrolo[2,3-b]pyridin-4-yl)-2,3-dihydro-1H-pyrrolo[3,4-c]pyridin-1-one